C1=CC(O)=C2C=3[C@@]45[C@@H](O2)[C@@H](O)C=C[C@H]4[C@@H](CC13)N(C)CC5 (-)-Morphin